(S)-1-((R)-1-propenylpiperidin-3-yl)-4-amino-3-(4-phenoxyphenyl)-1H-pyrazolo[3,4-d]pyrimidine-1-oxide C(=CC)N1C[C@@H](CCC1)[N@+]1(N=C(C=2C1=NC=NC2N)C2=CC=C(C=C2)OC2=CC=CC=C2)[O-]